N=1C=NN2C1C=C(C=C2)OC2=C(C=C(C=C2)NC2=NC=NC1=CC=3OC[C@H]4N(CCN(C3N=C12)C4)C(C#CC)=O)C 1-((10S)-4-((4-([1,2,4]triazolo[1,5-a]pyridin-7-yloxy)-3-methylphenyl)amino)-7,8,10,11-tetrahydro-9H-6,10-methanopyrimido[4',5':5,6]pyrido[3,2-b][1,4,7]oxadiazonin-9-yl)but-2-yn-1-one